OCCC1=C(C=C(C(=C1)N)C)N 1-β-hydroxyethyl-2,5-diamino-4-methylbenzene